3-(5-(1-(4,6-dichloro-3-methyl-1H-indole-2-carbonyl)piperidin-4-yl)-1-oxoisoindolin-2-yl)piperidine-2,6-dione ClC1=C2C(=C(NC2=CC(=C1)Cl)C(=O)N1CCC(CC1)C=1C=C2CN(C(C2=CC1)=O)C1C(NC(CC1)=O)=O)C